(S)-2-(3,3-difluoro-1-hydroxycyclobutyl)-N-(1-(3-(difluoromethoxy)phenyl)-4,4-difluorobutyl)acetamide FC1(CC(C1)(O)CC(=O)N[C@@H](CCC(F)F)C1=CC(=CC=C1)OC(F)F)F